CC=1C=C(C(=NC1)OC1=C(C=C(C=C1)NC(C=C)=O)C(F)(F)F)[N+](=O)[O-] N-(4-((5-methyl-3-nitropyridin-2-yl)oxy)-3-(trifluoromethyl)phenyl)acrylamide